2-((2-bromo-4-methylbenzo[d]thiazol-6-yl)oxy)ethanamine BrC=1SC2=C(N1)C(=CC(=C2)OCCN)C